C(C1=CC=CC=C1)N(CC(CNC(OC(C)(C)C)=O)O)CC(C#N)Cl Tert-butyl N-[3-[benzyl-(2-chloro-2-cyano-ethyl)amino]-2-hydroxy-propyl]carbamate